2-bromo-N-(2,2-difluoro-2-(3-fluorophenyl)ethyl)acetamide BrCC(=O)NCC(C1=CC(=CC=C1)F)(F)F